Trimethyl-silyl azide C[Si](C)(C)N=[N+]=[N-]